1-methyl-5-(4,4,5,5-tetramethyl-1,3,2-dioxaborolan-2-yl)-3-(trifluoromethyl)-1H-pyrazole CN1N=C(C=C1B1OC(C(O1)(C)C)(C)C)C(F)(F)F